ClC1=C2C=CC=C(C2=CC=C1Cl)OCC1=CC=C(C(=N1)OCC)OCCN(C)OC 2-[(6-{[(5,6-dichloro-1-naphthyl)oxy]methyl}-2-ethoxypyridin-3-yl)oxy]-N-methoxy-N-methylethylamine